4-[[(2S,6R)-2-[[bis(4-methoxyphenyl)-phenyl-methoxy]methyl]-4-isopropyl-6-(5-methyl-2,4-dioxo-pyrimidin-1-yl)morpholin-2-yl]methoxy]-4-oxo-butanoic acid COC1=CC=C(C=C1)C(OC[C@@]1(CN(C[C@@H](O1)N1C(NC(C(=C1)C)=O)=O)C(C)C)COC(CCC(=O)O)=O)(C1=CC=CC=C1)C1=CC=C(C=C1)OC